hydroxy-2-(hydroxymethyl)butanal OC(C=O)(CC)CO